N-(7-chloro-6-((3R,4R)-3-fluoro-1-(3-methyloxetan-3-yl)piperidin-4-yl)isoquinolin-3-yl)cyclopropanecarboxamide ClC1=C(C=C2C=C(N=CC2=C1)NC(=O)C1CC1)[C@@H]1[C@H](CN(CC1)C1(COC1)C)F